C1(=CC(=CC=C1)N1C2=CC=CC=C2C2=C1C=CC=1N(C=3C=CC=CC3C21)C2=CC=C(C=C2)C2=CC=C(C=C2)C2=CC=CC=C2)C2=CC=CC=C2 5-([1,1'-biphenyl]-3-yl)-8-([1,1':4',1''-terphenyl]-4-yl)-5,8-dihydroindolo[2,3-c]carbazole